ClC1=C(C=C(C=C1)C(COC1=C(C=CC=C1Br)Br)=O)F (4-chloro-3-fluorophenyl)-2-(2,6-dibromophenoxy)ethan-1-one